C(C1=CC=CC=C1)NC1=NC(=CC(=C1)Br)NCC1=CC=CC=C1 N,N'-dibenzyl-4-bromopyridine-2,6-diamine